1-(4-((3R,4R)-3-cyclopropyl-7-hydroxyisochroman-4-yl)phenyl)piperidine-4-carbaldehyde C1(CC1)[C@H]1OCC2=CC(=CC=C2[C@H]1C1=CC=C(C=C1)N1CCC(CC1)C=O)O